2-[6-[6-(4-tert-butoxycarbonylpiperazin-1-yl)-3-pyridyl]-4-fluoro-1-oxo-isoindolin-2-yl]-2-(6,7-dihydro-5H-pyrrolo[1,2-c]imidazol-1-yl)acetic acid C(C)(C)(C)OC(=O)N1CCN(CC1)C1=CC=C(C=N1)C1=CC(=C2CN(C(C2=C1)=O)C(C(=O)O)C1=C2N(C=N1)CCC2)F